5-(2-Methyl-4-(2,4,5-trifluorophenyl)-1H-imidazol-5-yl)-1H-indazole CC=1NC(=C(N1)C1=C(C=C(C(=C1)F)F)F)C=1C=C2C=NNC2=CC1